N[C@H]1CS(C2=C(N(C1=O)CC1=CC=C(C=C1)Cl)C=C(C(=C2)F)C2=NOC(=N2)C2(CCN(CC2)CC(F)(F)F)C)(=O)=O (3R)-3-amino-5-[(4-chlorophenyl)methyl]-8-fluoro-7-[5-[4-methyl-1-(2,2,2-trifluoroethyl)-4-piperidyl]-1,2,4-oxadiazol-3-yl]-1,1-dioxo-2,3-dihydro-1lambda6,5-benzothiazepin-4-one